ClC1([C@H]([C@@H]1C1=CC(=CC(=C1)C(F)(F)F)Cl)C(=O)O)Cl Trans-2,2-dichloro-3-(3-chloro-5-(trifluoromethyl)phenyl)cyclopropanecarboxylic acid